O(C1=CC=CC=C1)C=1C=C(COC(=O)[C@H]2C([C@H]2C=C(Cl)Cl)(C)C)C=CC1.C(#N)C=1C=C(C=CC1)[C@H]1CC[C@H](CC1)OC[C@@H]1NCCC[C@@H]1NS(=O)(=O)C N-(cis-2-(((cis-4-(3-cyanophenyl)cyclohexyl)oxy)methyl)-piperidin-3-yl)methanesulfonamide 3-phenoxybenzyl-(1RS)-cis,trans-3-(2,2-dichlorovinyl)-2,2-dimethylcyclopropanecarboxylate